ClC1=C(C=C(C=C1)N1C[C@H](CC1)C(=O)O)F (3S)-1-(4-chloro-3-fluorophenyl)pyrrolidine-3-carboxylic acid